5-chloro-4-methyl-6-[1-methyl-5-(trifluoromethyl)benzimidazol-2-yl]pyridine-2-carboxamide ClC=1C(=CC(=NC1C1=NC2=C(N1C)C=CC(=C2)C(F)(F)F)C(=O)N)C